C(C)(C)(C)OC(=O)N1C[C@H](NCC1)C1=CC(=CC(=C1)Cl)Br.C(C)(=O)N1[C@@H](CN(CC1)C(\C=C/Cl)=O)C1=CC(=CC(=C1)C=1N=NN(N1)C)Cl (R,Z)-1-(4-acetyl-3-(3-chloro-5-(2-methyl-2H-tetrazol-5-yl)phenyl)piperazin-1-yl)-3-chloroprop-2-en-1-one tert-butyl-(R)-3-(3-bromo-5-chlorophenyl)piperazine-1-carboxylate